Dec-6-ene-2-carboxylic acid tert-butyl ester C(C)(C)(C)OC(=O)C(C)CCCC=CCCC